t-butyl (3-exo)-3-amino-8-azabicyclo[3.2.1]octane-8-carboxylate acetate C(C)(=O)O.NC1CC2CCC(C1)N2C(=O)OC(C)(C)C